2-[1-(pyridin-2-yl)-1H-pyrazol-3-yl]acetic acid N1=C(C=CC=C1)N1N=C(C=C1)CC(=O)O